COC1=CC=C(C=C1)N1C(C(=CC=C1C)C(=O)O)=O 1-(4-methoxyphenyl)-6-methyl-2-oxo-pyridine-3-carboxylic acid